tert-butyl 4-(6-((5-(methoxy(methyl)carbamoyl)pyridin-2-yl)methoxy)pyridin-2-yl)piperidine-1-carboxylate CON(C(=O)C=1C=CC(=NC1)COC1=CC=CC(=N1)C1CCN(CC1)C(=O)OC(C)(C)C)C